((4-([1,1'-biphenyl]-4-yl)pyridin-2-yl)methyl)-1,4-dioxa-8-azaspiro[4.5]decane C1(=CC=C(C=C1)C1=CC(=NC=C1)CC1OC2(OC1)CCNCC2)C2=CC=CC=C2